pyridine bromonium salt [BrH2+].N1=CC=CC=C1